(3Z,13E)-3,13-octadecadien-1-ol C(C\C=C/CCCCCCCC\C=C\CCCC)O